C1(=C(C(=CC(=C1)C)C)N=C1N(C(N2C(C3=CC(=C(C=C3CC2)OC)OC)=C1)=O)CCNC(=O)NCCN1C(N2C(C3=CC(=C(C=C3CC2)OC)OC)=CC1=NC1=C(C=C(C=C1C)C)C)=O)C 1,3-bis(2-(2-(mesitylimino)-9,10-dimethoxy-4-oxo-6,7-dihydro-2H-pyrimido[6,1-a]isoquinolin-3(4H)-yl)ethyl)urea